ClC=1C(=C(C=CC1F)N(C(=O)[C@@H]1C[C@@H](CN1C1=NC(=CC(=C1)C(F)(F)F)C)C(=O)O)C)F (3S,5S)-5-[(3-chloro-2,4-difluorophenyl)(methyl)carbamoyl]-1-[6-methyl-4-(trifluoromethyl)pyridin-2-yl]Pyrrolidine-3-carboxylic acid